L-alanine 2-(benzyloxy)-2-methylpropyl ester C(C1=CC=CC=C1)OC(COC([C@@H](N)C)=O)(C)C